C(C)(=O)[O-].[Ce+3].C(C)(=O)[O-].C(C)(=O)[O-] cerous acetate